C(CC)OC1=C(OC(=O)NC=2C=C3C(=CNC3=CC2)C2CCN3CCCC3C2)C=CC=C1 5-(2-propoxyphenoxy)carbonylamino-3-(octahydroindolizin-7-yl)-1H-indole